NC1=NC(=C(C(=N1)Cl)CC=1C=C(C=CC1OC)CO)C (3-((2-amino-4-chloro-6-methylpyrimidin-5-yl)methyl)-4-methoxyphenyl)methanol